C(#N)C=1C(=NC(=NC1)NC1=C(C=C(C=C1)N1CCC(CC1)N1CCN(CC1)C)NC(C=C)=O)NC1=C(C=CC=C1)OC(C)C N-(2-((5-cyano-4-((2-isopropoxyphenyl)amino)pyrimidin-2-yl)amino)-5-(4-(4-methylpiperazin-1-yl)piperidin-1-yl)phenyl)acrylamide